[Si]([O-])([O-])([O-])[O-].[Lu+3].[Y+3] yttrium-lutetium silicate